1-ethyl-3-methoxy-3,5-dimethyl-8-[[(1R)-1-[3-(1,1-difluoro-2-hydroxy-ethyl)-2-methyl-phenyl]ethyl]amino]pyrrolo[2,3-g]phthalazin-2-one C(C)N1C(C(C=2C1=CC=1C(=NN=C(C1C2)C)N[C@H](C)C2=C(C(=CC=C2)C(CO)(F)F)C)(C)OC)=O